3-mercapto-4-methylpentylacetate SC(CCCC(=O)[O-])C(C)C